5-(5-cyclopropyl-2-fluoropyridin-3-yl)-N-[(3S)-9-fluoro-2-oxo-5-phenyl-1,3-dihydro-1,4-benzodiazepine-3-Yl]-1-(oxacyclohex-4-yl)pyrazole-4-carboxamide methyl-anthranilate COC(C=1C(N)=CC=CC1)=O.C1(CC1)C=1C=C(C(=NC1)F)C1=C(C=NN1C1CCOCC1)C(=O)N[C@@H]1C(NC2=C(C(=N1)C1=CC=CC=C1)C=CC=C2F)=O